ClC=1C(NN=CC1N1C[C@@H](CC1)OC1=NC(=CC(=C1)C=1C(=NN(C1C)CC1CC(C1)(F)F)C)F)=O (R)-4-chloro-5-(3-((4-(1-((3,3-difluorocyclobutyl)methyl)-3,5-dimethyl-1H-pyrazol-4-yl)-6-fluoropyridin-2-yl)oxy)pyrrolidin-1-yl)pyridazin-3(2H)-one